NC([C@H](CCC(=O)OC(C)(C)C)N1C(C2=CC=C(C=C2C1)C[C@@H]1[C@H](CCCC1)NC1CCC(CC1)C(F)(F)F)=O)=O tert-butyl (S)-5-amino-5-oxo-4-(1-oxo-5-(((1R,2S)-2-((4-(trifluoromethyl) cyclohexyl) amino)cyclohexyl)methyl)isoindolin-2-yl)pentanoate